(S)-1-phenyl-N-((trimethylsilyl)methyl)ethane-1-amine C1(=CC=CC=C1)[C@H](C)NC[Si](C)(C)C